4,5-bis(diphenylphosphino)-9,9-dimethylanthracene C1(=CC=CC=C1)P(C1=CC=CC=2C(C3=CC=CC(=C3CC12)P(C1=CC=CC=C1)C1=CC=CC=C1)(C)C)C1=CC=CC=C1